4-((4-(3-chloro-1H-pyrazol-1-yl)phenyl)amino)-1-(2,6-dichlorophenyl)-1H-pyrazole-3-carboxamide ClC1=NN(C=C1)C1=CC=C(C=C1)NC=1C(=NN(C1)C1=C(C=CC=C1Cl)Cl)C(=O)N